(2S)-methyl-succinic acid-4-methyl ester COC(C[C@@H](C(=O)O)C)=O